butylphosphonium C(CCC)[PH3+]